butyl 1-(2-oxopropoxy)cyclopropane-1-carboxylate O=C(COC1(CC1)C(=O)OCCCC)C